(2R,3R)-1-dimethylamino-3-(3-methoxy-phenyl)-2-methylpentan-3-ol CN(C[C@H]([C@@](CC)(O)C1=CC(=CC=C1)OC)C)C